NCCSSCCNC(OC(C)(C)C)=O tert-butyl (2-((2-aminoethyl)disulfaneyl)ethyl)carbamate